6-((S)-2-((3as,5S,6ar)-5-(2,3-difluorophenoxy)-3a-hydroxycyclopenta[c]pyrrol-2(1H)-yl)-1-hydroxyethyl)-3,4-dihydroquinolin-2(1H)-one FC1=C(OC2=C[C@@]3(C(CN(C3)C[C@@H](O)C=3C=C4CCC(NC4=CC3)=O)=C2)O)C=CC=C1F